N(N)C1=NC(NC=C1C)=S 4-hydrazino-5-methylpyrimidine-2(1H)-thione